4-Chloro-2-(2,2-diethoxyethoxy)-1-methylbenzene ClC1=CC(=C(C=C1)C)OCC(OCC)OCC